FC1=CC=C(C=C1)N1N=CC2=C1C=C1CCN(C[C@]1(C2)C(=O)OC)S(=O)(=O)C2=CC=NN2C (R)-methyl 1-(4-fluorophenyl)-6-((1-methyl-1H-pyrazol-5-yl)sulfonyl)-4,4a,5,6,7,8-hexahydro-1H-pyrazolo[3,4-g]isoquinoline-4a-carboxylate